piperidin-3,4,5-triyl triacetate C(C)(=O)OC1CNCC(C1OC(C)=O)OC(C)=O